N,N'-bis(2,4,6-trimethylphenyl)dodecane-5,6-diamine CC1=C(C(=CC(=C1)C)C)NC(CCCC)C(CCCCCC)NC1=C(C=C(C=C1C)C)C